CS(=O)(=O)OC(CCCC1CCN(CC1)C(=O)OC(C)(C)C)([2H])[2H] tert-butyl 4-[4-(methanesulfonyloxy)(4,4-2H2)butyl]piperidine-1-carboxylate